CN(CCOC1=CC=C(C=C1)N1C(C(=CC2=C1N=C(N=C2)NC)N2CCN(C1=C(C=CC=C21)C)C(=O)OCC2=CC=CC=C2)=O)C benzyl 4-[8-[4-[2-(dimethylamino) ethoxy] phenyl]-2-(methylamino)-7-oxo-pyrido[2,3-d]pyrimidin-6-yl]-8-methyl-2,3-dihydroquinoxaline-1-carboxylate